C1(CC1)[C@]1(C(N(C[C@H]1C)C=1C=2N(C=C(N1)C=1C=NN(C1)CC1COC1)N=CC2F)=O)C#N (3R,4S)-3-cyclopropyl-1-(3-fluoro-6-(1-(oxetan-3-ylmethyl)-1H-pyrazol-4-yl)pyrazolo[1,5-a]pyrazin-4-yl)-4-methyl-2-oxopyrrolidine-3-carbonitrile